(3-chloropropyl)-7,8-dimethoxy-2,3,4,5-tetrahydro-1H-3-benzazepin-2-one ClCCCC1C(NCCC2=C1C=C(C(=C2)OC)OC)=O